N-[1-(ethoxycarbonyl)-4-piperidinyl]-N'-(2-pyridinylmethyl)-N-(5,6,7,8-tetrahydro-8-quinolinyl)-1,4-benzenedimethanamine C(C)OC(=O)N1CCC(CC1)N(CC1=CC=C(C=C1)CNCC1=NC=CC=C1)C1CCCC=2C=CC=NC12